3-(2,4-dioxo-1,3-diazacycloheptan-1-yl)-4-methoxybenzoic acid O=C1N(CCCC(N1)=O)C=1C=C(C(=O)O)C=CC1OC